isopropyl trans-N-[4-[5-[4-[2-oxo-2-(morpholin-4-yl)ethyl]-2-(ethyl-sulfamoyl)phenyl]thiazol-2-yl]cyclohexyl]carbamate O=C(CC1=CC(=C(C=C1)C1=CN=C(S1)[C@@H]1CC[C@H](CC1)NC(OC(C)C)=O)S(NCC)(=O)=O)N1CCOCC1